methyl 2-oxo-1H-quinazoline-6-carboxylate O=C1NC2=CC=C(C=C2C=N1)C(=O)OC